1-methyl-2-(4-(methylsulfonyl)phenyl)-3-phenylbicyclo[1.1.1]pentane CC12C(C(C1)(C2)C2=CC=CC=C2)C2=CC=C(C=C2)S(=O)(=O)C